OC1=C(C(=O)C2=C(C3=CC=C4C=CC5=CC=C6C=CC7=CC=C2C2=C7C6=C5C4=C32)C(C3=C(C=CC=C3)O)=O)C=CC=C1 bis(hydroxybenzoyl)coronene